OCC1(CC1)N1N=C2N=C(C=CC2=C1)C1=C(C=C(C=C1C)C(F)(F)F)O 2-[2-[1-(hydroxymeth-yl)cyclopropyl]pyrazolo[3,4-b]pyridin-6-yl]-3-methyl-5-(trifluorometh-yl)phenol